8-fluoro-6,12-dioxo-6,12-dihydroindolo[2,1-b]quinazoline-2-carboxamide FC=1C=C2C(C3=NC4=CC=C(C=C4C(N3C2=CC1)=O)C(=O)N)=O